2-(difluoromethoxy)ethanamine FC(OCCN)F